N-(2-(7-fluoro-1H-indol-3-yl)ethyl)-N-methylprop-2-en-1-amine FC=1C=CC=C2C(=CNC12)CCN(CC=C)C